4-(8-((S)-2-(4-chlorophenyl)-3-(isopropylamino)propionyl)-3,8-diazabicyclo[3.2.1]oct-3-yl)-5-methyl-5,8-dihydropteridin-7(6H)-one formate salt C(=O)O.ClC1=CC=C(C=C1)[C@H](C(=O)N1C2CN(CC1CC2)C2=NC=NC=1NC(CN(C21)C)=O)CNC(C)C